ClC1=CC=C2C(=C3N(C2=C1Cl)CC(CC3)NC(CCOCCOCCOCCNC(OC(C)(C)C)=O)=O)C=3C=NN(C3)C3OCCCC3 tert-butyl N-[2-[2-[2-[3-[[3,4-dichloro-10-(1-tetrahydropyran-2-ylpyrazol-4-yl)-6,7,8,9-tetrahydropyrido[1,2-a]indol-7-yl]amino]-3-oxo-propoxy]ethoxy]ethoxy]ethyl]carbamate